ClC1=NC=CC(=N1)N1C[C@@H](N(CC1)C(=O)OC(C)(C)C)C (S)-tert-butyl 4-(2-chloropyrimidin-4-yl)-2-methylpiperazine-1-carboxylate